4-fluoro-3-methylbenzenesulfonamide FC1=C(C=C(C=C1)S(=O)(=O)N)C